7-(pyridin-4-ylmethoxy)-3,4-dihydroisoquinoline-2(1H)-carboxylic acid tert-butyl ester C(C)(C)(C)OC(=O)N1CC2=CC(=CC=C2CC1)OCC1=CC=NC=C1